5-(3-(((1-cyclohexyl-1H-pyrazol-5-yl)methyl)amino)isoxazol-5-yl)-2-fluorophenol C1(CCCCC1)N1N=CC=C1CNC1=NOC(=C1)C=1C=CC(=C(C1)O)F